C(C)(C)(C)OC(=O)C=1C(=NN(C1N)C1=NC(=CC(=N1)C#N)N1CCCC1)C 1-[4-cyano-6-(pyrrolidin-1-yl)pyrimidin-2-yl]-3-methyl-5-amino-1H-pyrazole-4-carboxylic acid tert-butyl ester